C1(=CC=CC=C1)C1=NC(=NC(=N1)C1=CC(=CC=C1)[Si](C1=CC=CC=C1)(C1=CC=CC=C1)C1=CC=CC=C1)C1=CC(=CC=C1)[Si](C1=CC=CC=C1)(C1=CC=CC=C1)C1=CC=CC=C1 2-phenyl-4,6-bis[3-(triphenylsilyl)phenyl]-1,3,5-triazine